N1(CCC1)C1=CC=C2C(=N1)C(=NN2C)N (azetidin-1-yl)-1-methyl-1H-pyrazolo[4,3-B]Pyridin-3-amine